CO[Si](OC)(OC)CCCNCCCCCC[Si](OC)(OC)C (trimethoxysilylpropyl)-(methyldimethoxysilylhexyl)amine